4-(4-((1-(4-fluorobenzyl)azetidin-3-yl)sulfonyl)-3,4-dihydro-2H-pyrido[4,3-b][1,4]oxazin-8-yl)-benzonitrile FC1=CC=C(CN2CC(C2)S(=O)(=O)N2C3=C(OCC2)C(=CN=C3)C3=CC=C(C#N)C=C3)C=C1